ClC(Cl)(Cl)C(=O)C=1NC=CC1 2-pyrrolyl trichloromethyl ketone